N1(C=NC=C1)C=1C(=NC=CC1C(F)(F)F)C(=O)NC1CCC(CC1)OCCOC (1H-imidazol-1-yl)-N-((1r,4r)-4-(2-methoxyethoxy)cyclohexyl)-4-(trifluoromethyl)pyridinecarboxamide